1,1,1,2,4,4,4-heptachlorobutane ClC(C(CC(Cl)(Cl)Cl)Cl)(Cl)Cl